N[C@@H](C(=O)N([C@@H](C)C(=O)OC)CC1=CC=CC=C1)CCC methyl N-((R)-2-aminopentanoyl)-N-benzyl-L-alaninate